N-[(4-ethenyl-3-nitrophenyl)methyl]-N-(2-methanesulfonylpyridin-3-yl)pyridine-3-carboxamide C(=C)C1=C(C=C(C=C1)CN(C(=O)C=1C=NC=CC1)C=1C(=NC=CC1)S(=O)(=O)C)[N+](=O)[O-]